tert-butyl 5-{6-methyl-3-[1-(3-methylbutyl)-1H-pyrazol-4-yl]pyridin-2-yl}-1,3-dihydro-2H-isoindole-2-carboxylate CC1=CC=C(C(=N1)C=1C=C2CN(CC2=CC1)C(=O)OC(C)(C)C)C=1C=NN(C1)CCC(C)C